3-(2,2-Difluorobenzo[d][1,3]Dioxolan-4-yl)-1-((tetrahydro-2H-pyran-4-yl)methyl)-1H-pyrrole-2,5-dione FC1(OC2=C(O1)C=CC=C2C=2C(N(C(C2)=O)CC2CCOCC2)=O)F